[O-]CCC.[Ta+5].[O-]CCC.[O-]CCC.[O-]CCC.[O-]CCC tantalum n-propoxide